OC1C(CCCC1)C(=O)[O-] 2-hydroxycyclohexanecarboxylate